5-(3-(4-carbamimidoylphenoxy)-propoxy)picolin-imidamide C(N)(=N)C1=CC=C(OCCCOC=2C=CC(=NC2)C(N)=N)C=C1